C1(=CC=CC=C1)C(=C)C1=NNC2=C1C=1N(C(=N2)N2CCC3(CC2)[C@@H](C2=CC=CC=C2C3)N)C=NN1 (S)-1'-(9-(1-phenylvinyl)-7H-pyrazolo[4,3-e][1,2,4]triazolo[4,3-c]pyrimidin-5-yl)-1,3-dihydrospiro[inden-2,4'-piperidin]-1-amine